(5-((3-amino-5-methyl-1H-pyrazol-1-yl)methyl)pyridin-2-yl)propan-2-ol hydrochloride Cl.NC1=NN(C(=C1)C)CC=1C=CC(=NC1)CC(C)O